C(C(C)C)OC(=O)NCC1=C(C=NN1C)C=1N=C(C(=NC1)O[C@@H]1C[C@H](CCC1)C(=O)O)C (1S,3S)-3-((5-(5-(((isobutoxycarbonyl)amino)methyl)-1-methyl-1H-pyrazol-4-yl)-3-methylpyrazin-2-yl)oxy)cyclohexane-1-carboxylic acid